FC1=CC=C2C(=CNC2=C1)NC(=O)N1CCN(CC1)C1=CC=CC=C1 N-(6-fluoro-1H-indol-3-yl)-4-phenylpiperazine-1-carboxamide